1-(1Z-eicosenyl)-2-(13Z,16Z-docosadienoyl)-glycero-3-phosphocholine CCCCCCCCCCCCCCCCCC/C=C\OC[C@H](COP(=O)([O-])OCC[N+](C)(C)C)OC(=O)CCCCCCCCCCC/C=C\C/C=C\CCCCC